methyl (S)-2-((2-(4-(benzylthio)-2,6-difluorophenyl)-7-chloro-6-fluoroimidazo[1,2-a]pyridin-3-yl)methyl)morpholine-4-carboxylate C(C1=CC=CC=C1)SC1=CC(=C(C(=C1)F)C=1N=C2N(C=C(C(=C2)Cl)F)C1C[C@H]1CN(CCO1)C(=O)OC)F